trans-3-fluoro-5-[[4-[(3S)-3-(4-fluorophenyl)isoxazolidine-2-carbonyl]cyclohexyl]methyl]-N-methyl-benzamide FC=1C=C(C(=O)NC)C=C(C1)C[C@@H]1CC[C@H](CC1)C(=O)N1OCC[C@H]1C1=CC=C(C=C1)F